FC1=C2C3=C(NC2=C(C=C1F)NC)N=CC(=C3N3C[C@@H](NCC3)C(F)(F)F)C=3C=C1C(C(=CN(C1=NC3)C)C(=O)O)=O (R)-6-(5,6-difluoro-8-(methylamino)-4-(3-(trifluoromethyl)piperazin-1-yl)-9H-pyrido[2,3-b]indol-3-yl)-1-methyl-4-oxo-1,4-dihydro-1,8-naphthyridine-3-carboxylic acid